(S)-3-(3-hydroxypropyl)-5,5-dimethylpyrrolidin-2-one OCCC[C@@H]1C(NC(C1)(C)C)=O